CN1N=CC(=C1)B1CC(C(C1)(C)C)(C)C 1-methyl-4-(3,3,4,4-tetramethylborolan-1-yl)-1H-pyrazole